O[C@]1([C@@H](CCC1)NC1=NC(=NC=C1\N=C\C(=O)OCC)NC1CCN(CC1)S(=O)(=O)C)C ethyl (E)-2-((4-(((1R,2R)-2-hydroxy-2-methylcyclopentyl)amino)-2-((1-(methylsulfonyl)piperidin-4-yl)amino)pyrimidin-5-yl)imino)acetate